lithium nitride nickel [Ni].[Li+].[Li+].[Li+].[N-3]